7-bromo-4-(cyclopropylethynyl)-4-(trifluoromethyl)-1H-benzo[d][1,3]oxazin-2(4H)-one BrC=1C=CC2=C(NC(OC2(C(F)(F)F)C#CC2CC2)=O)C1